5-Ethylsulfonyl-1-fluoro-3-methyl-2-nitro-benzene C(C)S(=O)(=O)C=1C=C(C(=C(C1)F)[N+](=O)[O-])C